7-(2-Acrylamidophenyl)-2-(4-fluorophenyl)-4,5,6,7-tetrahydropyrazolo[1,5-a]pyrimidine-3-carboxamide C(C=C)(=O)NC1=C(C=CC=C1)C1CCNC=2N1N=C(C2C(=O)N)C2=CC=C(C=C2)F